3,6,7-trimethyl-2,6-octadienal CC(=CC=O)CCC(=C(C)C)C